3-(2-chloro-5-fluorophenyl)-6-(1-cyclopropyl-1H-pyrazol-4-yl)-1-oxoisoindole ClC1=C(C=C(C=C1)F)C1=NC(C2=CC(=CC=C12)C=1C=NN(C1)C1CC1)=O